3-methoxy-5-[2-methoxy-4-(trifluoromethoxy)phenoxy]-2-(trifluoromethyl)pyridine COC=1C(=NC=C(C1)OC1=C(C=C(C=C1)OC(F)(F)F)OC)C(F)(F)F